N-(2-chloro-3-methylphenyl)-4-[({3-[(oxetan-2-yl)methoxy]pyridin-4-yl}methyl)amino]-2-oxo-1,2,5,6-tetrahydropyridine-3-carbothioamide ClC1=C(C=CC=C1C)NC(=S)C=1C(NCCC1NCC1=C(C=NC=C1)OCC1OCC1)=O